FC(C1=NN=C2N1CCN(C2)C2=CC=C(C=N2)CNC=2C=1C=CN=C(C1C=CC2)NCC2=C(C=C(C=C2)OC)OC)F N5-((6-(3-(difluoromethyl)-5,6-dihydro-[1,2,4]triazolo[4,3-a]pyrazin-7(8H)-yl)pyridin-3-yl)methyl)-N1-(2,4-dimethoxybenzyl)isoquinoline-1,5-diamine